C1(CCC1)N1C(=NC2=C1C=C(C=C2F)C(C)(C)O)NC(CC(C)(C([2H])([2H])[2H])C([2H])([2H])[2H])=O N-(1-cyclobutyl-4-fluoro-6-(2-hydroxypropan-2-yl)-1H-benzo[d]imidazol-2-yl)-3,3-bis(methyl-d3)butanamide